N1C=C(C2=CC=CC=C12)NC(=O)N1CC2=CC=CC=C2CC1 N-(1H-indol-3-yl)-3,4-dihydroisoquinoline-2(1H)-carboxamide